1-hexadecyl-(2-hydroxyethyl)-dimethylammonium chloride [Cl-].C(CCCCCCCCCCCCCCC)C(CO)[NH+](C)C